trans-N1-(5-(1-(2,2-difluoroethyl)-2-methyl-1H-imidazo[4,5-b]pyridin-6-yl)pyrrolo[2,1-f][1,2,4]triazin-2-yl)-N3-methylcyclobutane-1,3-diamine FC(CN1C(=NC2=NC=C(C=C21)C=2C=CN1N=C(N=CC12)N[C@@H]1C[C@H](C1)NC)C)F